2-chloro-N-cyclopentyl-6-methyl-7-tosyl-7H-pyrrolo[2,3-d]pyrimidin-4-amine ClC=1N=C(C2=C(N1)N(C(=C2)C)S(=O)(=O)C2=CC=C(C)C=C2)NC2CCCC2